C(C1=CC=CC=C1)N1[C@H]2CN(C[C@@H]1CC2)C2=NC(=NC=C2)NC=2C=NN(C2)C 4-((1R,5S)-8-benzyl-3,8-diazabicyclo[3.2.1]octan-3-yl)-N-(1-methyl-1H-pyrazol-4-yl)pyrimidin-2-amine